diethyl-(methyl)(vinyl)silane C(C)[Si](C=C)(C)CC